(9R)-4-bromo-2-(3-hydroxy-3-methylbutoxy)-9-(trifluoromethyl)-9H-fluoren-9-ol BrC1=CC(=CC=2[C@@](C3=CC=CC=C3C12)(O)C(F)(F)F)OCCC(C)(C)O